2-isocyanato-methyl-4-isocyanato-adamantane N(=C=O)C1C2(CC3CC(C(C1C3)N=C=O)C2)C